C(=C)(C)C1=C(NC2=CC=CC=C2)C=CC=C1 o-isopropenylphenylaniline